(R)-benzyl 2-(((benzyloxy)carbonyl)amino)-3-(3-(4-ethylpyridin-3-yl)-5-fluorobenzamido)propanoate C(C1=CC=CC=C1)OC(=O)N[C@@H](C(=O)OCC1=CC=CC=C1)CNC(C1=CC(=CC(=C1)F)C=1C=NC=CC1CC)=O